BrC=1C=C(C(=NC1)C)S(=O)(=O)N1CCCC2=CC=CC(=C12)C 1-[(5-bromo-2-methylpyridin-3-yl)sulfonyl]-8-methyl-1,2,3,4-tetrahydroquinoline